N1(C=NC2=C1C=CC=C2)CCCNS(=O)(=O)C2=CC=C(C=C2)OCCCN(C)C N-(3-(1H-benzo[d]imidazol-1-yl)propyl)-4-(3-(dimethylamino)propoxy)benzenesulfonamide